FC1=C(NC2=NC=C(C=C21)C(=O)NC=2C(=NC=C(C2)NC(CN2[C@H](CCC2)C)=O)C)C=2C=NN(C2)C (S)-3-fluoro-2-(1-methyl-1H-pyrazol-4-yl)-N-(2-methyl-5-(2-(2-methylpyrrolidin-1-yl)acetamido)pyridin-3-yl)-1H-pyrrolo[2,3-b]pyridine-5-carboxamide